COC=1C=C2CCN(CC2=CC1)C1=CC(=C(C(=C1)C)NC(CC(C)(C)C)=O)C N-[4-(6-methoxy-3,4-dihydro-1H-isoquinolin-2-yl)-2,6-dimethyl-phenyl]-3,3-dimethylbutanamide